NCCCOB(O)O (3-aminopropyl)boric acid